beta-glucuronic acid carbon [C].O[C@H]1[C@H](O)[C@@H](O)[C@H](O)[C@H](O1)C(=O)O